(2R,3R,4R,5R)-5-((1,2,4-thiadiazol-5-yl)amino)-2-(((l-1-aminoundecyl)oxy)methyl)tetrahydro-2H-pyran-3,4-diol S1N=CN=C1N[C@H]1[C@H]([C@H]([C@H](OC1)COC(CCCCCCCCCC)N)O)O